3,6-dimeth-yl-2-(3-pyridyl)chromen-4-one CC1=C(OC2=CC=C(C=C2C1=O)C)C=1C=NC=CC1